3-methyl-5-(2-methyl-4-(6-(trifluoromethyl)quinazolin-2-yl)phenyl)-2-((4-oxopiperidin-1-yl)methyl)-6,7-dihydropyrazolo[1,5-a]pyrazin-4(5H)-one CC=1C(=NN2C1C(N(CC2)C2=C(C=C(C=C2)C2=NC1=CC=C(C=C1C=N2)C(F)(F)F)C)=O)CN2CCC(CC2)=O